pyridine bisphosphonate P(O)(O)=O.P(O)(O)=O.N1=CC=CC=C1